5-[5-chloro-2-[1-(2-isopropyl-3,6-dimethyl-4-oxo-chromen-8-yl)ethyl-amino]phenyl]-3-fluoro-2-(4,4,5,5-tetramethyl-1,3,2-dioxaborolan-2-yl)benzaldehyde ClC=1C=CC(=C(C1)C=1C=C(C(=C(C=O)C1)B1OC(C(O1)(C)C)(C)C)F)NC(C)C=1C=C(C=C2C(C(=C(OC12)C(C)C)C)=O)C